C1=CC=CC=2C3=CC=CC=C3C(C12)COC(=O)N1CCOC2=C1C=CC=C2C=2C=NC=CC2C(=O)O 3-[4-[(9H-fluoren-9-ylmethoxy)carbonyl]-2,3-dihydro-1,4-benzoxazin-8-yl]pyridine-4-carboxylic acid